ClC1=C(C(=CC=C1)Cl)N1CC(C1)C1=CC(=C(C=C1)C(C)N1CCCCC1)C 1-(1-(4-(1-(2,6-dichlorophenyl)azetidin-3-yl)-2-methylphenyl)-ethyl)piperidine